n-Amylmagnesium Bromide C(CCCC)[Mg]Br